methyl 2-[2-fluoro-3-[1-[4-fluoro-3-[4-fluoro-3-[6-fluoro-4-methylsulfonyl-1-(p-tolylsulfonyl)indol-5-yl]oxyphenyl]pyrazol-1-yl]ethyl]phenyl]acetate FC1=C(C=CC=C1C(C)N1N=C(C(=C1)F)C1=CC(=C(C=C1)F)OC=1C(=C2C=CN(C2=CC1F)S(=O)(=O)C1=CC=C(C=C1)C)S(=O)(=O)C)CC(=O)OC